1-(4-aminobenzyl)-5-(3,5-dimethylisoxazol-4-yl)pyridin-2(1H)-one hydrochloride Cl.NC1=CC=C(CN2C(C=CC(=C2)C=2C(=NOC2C)C)=O)C=C1